HeptanDiol C(CCCCCC)(O)O